ClC=1C(=C(C=C(C1)C(C)C)C(C(=O)O)N1C[C@@H](CC1)N(CCCCCC1=NC=2NCCCC2C=C1)C)OC 2-(3-chloro-5-isopropyl-2-methoxyphenyl)-2-((R)-3-(methyl(5-(5,6,7,8-tetrahydro-1,8-naphthyridin-2-yl)pentyl)amino)pyrrolidin-1-yl)acetic acid